7-((6-((dimethylamino)methyl)-5-(4-hydroxypiperidin-1-yl)pyridin-2-yl)amino)-4-(1-methyl-1H-imidazol-5-yl)isoindolin-1-one CN(C)CC1=C(C=CC(=N1)NC=1C=CC(=C2CNC(C12)=O)C1=CN=CN1C)N1CCC(CC1)O